ClC1=C(C=CC(=C1OC=1C(=C2C(N(C=NC2=CC1)C)=O)F)F)NC(OC(C)(C)C)=O Tert-butyl (2-chloro-4-fluoro-3-((5-fluoro-3-methyl-4-oxo-3,4-dihydroquinazolin-6-yl)oxy)phenyl)carbamate